CC1=C(C(=CC=C1)N)N toluene-2,3-diamine